3,4-bis(trimethylsilyloxy)benzaldehyde C[Si](OC=1C=C(C=O)C=CC1O[Si](C)(C)C)(C)C